(N,N-dimethylaminoethoxy)ethanol methyl-2-(1,3,3a,4,6,6a-hexahydrofuro[3,4-c]pyrrol-5-yl)-5,7-dihydrofuro[3,4-b]pyridine-3-carboxylate CC1=C2C(=NC(=C1C(=O)OC(C)OCCN(C)C)N1CC3C(C1)COC3)COC2